OC1=C(C(=CC(=C1[C@H]1[C@@H](CCC=C1)C(=C)C)OCN(C(OC)=O)C1=CC=CC=C1)C(C)(CCCCCC)C)C methyl ((((1'R,2'R)-6-hydroxy-5-methyl-4-(2-methyloctan-2-yl)-2'-(prop-1-en-2-yl)-1',2',3',4'-tetrahydro-[1,1'-biphenyl]-2-yl)oxy)methyl)(phenyl)carbamate